neodymium iron-boron [B].[Fe].[Nd]